C[C@@H]1NCCN(C1)S(=O)(=O)C (S)-2-methyl-4-(methylsulfonyl)piperazine